BrC=1C2(C3=CC=C(C(=C3C1)F)F)CCC1(CC2)OCCO1 2''-bromo-4'',5''-difluorodispiro[[1,3]dioxolane-2,1'-cyclohexane-4',1''-indene]